((1S,2R)-2-fluorocyclopropyl)(3-(2-(2-methoxypyridin-4-yl)imidazo[1,2-b]pyridazin-8-yl)-3,8-diazabicyclo[3.2.1]octan-8-yl)methanone F[C@H]1[C@@H](C1)C(=O)N1C2CN(CC1CC2)C=2C=1N(N=CC2)C=C(N1)C1=CC(=NC=C1)OC